phosphoranamidate [PH2](=O)N